1,4-Diazabicyclo-[2.2.2]octan N12CCN(CC1)CC2